N-((1R,2R)-2-Acrylamidocyclohexyl)-4-oxo-5-(2-phenylpyridin-4-yl)-4,5-dihydro-3H-1-thia-3,5,8-triazaacenaphthylene-2-carboxamide C(C=C)(=O)N[C@H]1[C@@H](CCCC1)NC(=O)C=1SC=2N=CC=C3N(C(NC1C23)=O)C2=CC(=NC=C2)C2=CC=CC=C2